C1(CC1)N1N=CC(=C1)[C@@H]1OCCC(C1)C=1N=C(C=2N=C(N(C(C2N1)=O)C)C)C1=C(C=C(C=C1)C(F)(F)F)F 6-[(2R)-2-(1-cyclopropylpyrazol-4-yl)tetrahydropyran-4-yl]-8-[2-fluoro-4-(trifluoromethyl)phenyl]-2,3-dimethyl-pyrimido[5,4-d]pyrimidin-4-one